N-Cbzpiperidine-4-boronic acid C(=O)(OCC1=CC=CC=C1)N1CCC(CC1)B(O)O